Br.Br.NCC(=N)N 2-Aminoacetamidine dihydrobromide